N-(4-(4-amino-7-(1-isobutyrylpiperidin-4-yl)-7H-pyrrolo[2,3-d]pyrimidin-5-yl)phenyl)-6-cyano-5-(4-fluorophenyl)-1-isopropyl-4-oxo-1,4-dihydropyridine-3-carboxamide NC=1C2=C(N=CN1)N(C=C2C2=CC=C(C=C2)NC(=O)C2=CN(C(=C(C2=O)C2=CC=C(C=C2)F)C#N)C(C)C)C2CCN(CC2)C(C(C)C)=O